FC=1C=C(C=CC1C)C(CC)=O 1-(3-fluoro-4-methylphenyl)propan-1-one